1-(5-(5-chlorothiophen-2-yl)-4-cyclobutyl-1-methyl-1H-pyrazol-3-yl)-3-(3,3-difluorocyclobutyl)urea ClC1=CC=C(S1)C1=C(C(=NN1C)NC(=O)NC1CC(C1)(F)F)C1CCC1